O=C[C@@H](C(O)=O)C1=CC=C(CC(C)C)C=C1 (S)-keto-ibuprofen